2-(2-(4-Benzhydrylpiperazin-1-yl)ethyl)isoindoline-1,3-dione C(C1=CC=CC=C1)(C1=CC=CC=C1)N1CCN(CC1)CCN1C(C2=CC=CC=C2C1=O)=O